N-(5-(2,7-Diazaspiro[3.5]nonan-2-yl)pyridin-2-yl)-1-isopropyl-1H-[1,2,3]tri-azolo[4,5-h]quinazolin-8-amine hydrochloride Cl.C1N(CC12CCNCC2)C=2C=CC(=NC2)NC2=NC=1C3=C(C=CC1C=N2)N=NN3C(C)C